C(C)(C)(C)OC(=O)N1CC(=CC1)C1=CC=2N(C(=C1)C1=C(C=C(C=C1)F)C(N(C(C)C)CC)=O)C=NC2 3-(5-{2-[ethyl(isopropyl)carbamoyl]-4-fluorophenyl}imidazo[1,5-a]pyridin-7-yl)-2,5-dihydro-1H-pyrrole-1-carboxylic acid tert-butyl ester